(S)-N-methyl-5-(3-methylpiperazin-1-yl)picolinamide hydrochloride Cl.CNC(C1=NC=C(C=C1)N1C[C@@H](NCC1)C)=O